ethyl (3-bromophenyl)acetate BrC=1C=C(C=CC1)CC(=O)OCC